[15NH2][13C@@H]([13CH2][13CH2][13CH2][13CH2][15NH2])[13C](=O)O [13C6,15N2]-lysine